C(#N)C=1C=C(C=CC1)C=1N=C(SC1C1=CC(=NC(=C1)C)C)NC(=O)N1CC2(C1)NC(NC2)=O N-[4-(3-Cyanophenyl)-5-(2,6-dimethyl-4-pyridyl)thiazol-2-yl]-6-oxo-2,5,7-triazaspiro[3.4]octan-2-carboxamid